[Si](C)(C)(C(C)(C)C)OCC(F)(F)C=1C=C(C=CC1)[C@@H](C)NC1=NC(=NC2=CC=C(C=C12)NC)C (R)-N4-(1-(3-(2-(tert-butyldimethylsilyloxy)-1,1-difluoroethyl)phenyl)ethyl)-N6,2-Dimethylquinazolin-4,6-diamine